2-(4'-(2-methoxyethoxy)-[1,1'-biphenyl]-3-yl)-2-methylpropanoic acid COCCOC1=CC=C(C=C1)C1=CC(=CC=C1)C(C(=O)O)(C)C